C(CCCCCCCCCCCCCCCCCCCCC)OC(CCCCCCCCCCCCCCCCCCCCC)=O behenylBehenate